benzo-1,3-dioxolane O1COC2=C1C=CC=C2